N-[(S)-1-(4-fluoro-3-methoxyphenyl)ethyl]-4-[(S)-5-methyl-1,4-diazepan-1-yl]-8-cyclopropyl-6-methoxy-1,7-diaza-3-naphthamide FC1=C(C=C(C=C1)[C@H](C)NC(=O)C=1C=NC2=C(N=C(C=C2C1N1CCN[C@H](CC1)C)OC)C1CC1)OC